2-(5-((3-methyloxetan-3-yl)methoxy)-1H-benzo[d]imidazol-1-yl)-8-(2,7-diazaspiro[4.4]nonan-2-yl)quinoline CC1(COC1)COC1=CC2=C(N(C=N2)C2=NC3=C(C=CC=C3C=C2)N2CC3(CC2)CNCC3)C=C1